2-(4-dimethylamino-benzylidene)-indan-1-one CN(C1=CC=C(C=C2C(C3=CC=CC=C3C2)=O)C=C1)C